methylene-6-((1-benzylimidazol-4-yl)methylene)piperazine-2,5-dione C=C1C(NC(C(N1)=O)=CC=1N=CN(C1)CC1=CC=CC=C1)=O